1,3-dihydrospiro[indene-2,4'-piperidine]-4-carbonitrile N1CCC2(CC1)CC=1C=CC=C(C1C2)C#N